BrC1=C(C=CC=C1O)C1=CC(=C(C(=C1)F)OCCCC(=O)OCC)F Ethyl 4-(2'-bromo-3,5-difluoro-3'-hydroxy-biphenyl-4-yloxy)-butyrate